FC=1C(=NC=C(C1)C(F)(F)F)OC=1C=CC(=C(C1)NC(=O)[C@H]1N(C(NC1)=O)C)OC (S)-N-(5-((3-Fluoro-5-(trifluoromethyl)pyridin-2-yl)oxy)-2-methoxyphenyl)-3-methyl-2-oxoimidazolidine-4-carboxamide